N-benzyl-3-bromopyridine-4-carboxamide C(C1=CC=CC=C1)NC(=O)C1=C(C=NC=C1)Br